3,6-dimethoxy-2-(2-nitropropyl)pyridine COC=1C(=NC(=CC1)OC)CC(C)[N+](=O)[O-]